Br.O=C1N(C2=C(C=CC=C2C1=O)C(F)(F)F)CC1=CC=C(C[Se]C(N)=N)C=C1 2-[4-(2,3-Dioxo-7-trifluoromethyl-2,3-dihydroindol-1-ylmethyl)benzyl]isoselenourea hydrobromide